1,4-dibenzyl-3-methoxy-4-piperidinecarboxylic acid C(C1=CC=CC=C1)N1CC(C(CC1)(C(=O)O)CC1=CC=CC=C1)OC